(5S)-3-((2-((S)-Amino(4,4-difluorocyclohexyl)methyl)imidazo[1,2-b]pyridazin-7-yl)methyl)-5-methyl-5-(trifluoromethyl)pyrrolidin-2-one N[C@H](C=1N=C2N(N=CC(=C2)CC2C(N[C@@](C2)(C(F)(F)F)C)=O)C1)C1CCC(CC1)(F)F